NC1=CC(=C2CCN(CC2=C1)C(=O)N[C@@H](CCC(=O)N)C1=CC(=CC=C1)NS(=O)(=O)C)C1=CC=C(C=C1)C(F)(F)F (S)-7-Amino-N-(4-amino-1-(3-(methylsulfonamido)phenyl)-4-oxobutyl)-5-(4-(trifluoromethyl)phenyl)-3,4-dihydroisoquinoline-2(1H)-carboxamide